OCS(=O)(=O)[O-].[Na+] sodium hydroxymethanesulphonate